NC=1C(=NC(=CN1)C1=CC=C(C=C1)C)C(=O)NC1=CC=C(C=C1)S(=O)(=O)CC(=O)OCC ethyl 2-(4-(3-amino-6-p-tolylpyrazine-2-carboxamido)phenylsulfonyl)acetate